5-oxo-4,5-dihydrothieno[3,2-b]pyridine-3-carboxylic acid methyl ester COC(=O)C1=CSC2=C1NC(C=C2)=O